1,3-dihydro-2H-cyclopenta[b]benzofuran-2,2-dicarboxylate C1C(CC=2OC3=C(C21)C=CC=C3)(C(=O)[O-])C(=O)[O-]